5-amino-3-(2-(4-(6-fluoro-2-oxoindolin-5-yl)piperazin-1-yl)ethyl)-8-(furan-2-yl)thiazolo[5,4-e][1,2,4]triazolo[1,5-c]pyrimidin-2(3H)-one NC1=NC2=C(C=3N1N=C(N3)C=3OC=CC3)SC(N2CCN2CCN(CC2)C=2C=C3CC(NC3=CC2F)=O)=O